2-[4-[(2-chloro-5-fluoro-4-pyridinyl)oxy]-3-fluoro-phenyl]-4-[(2,6-difluorophenyl)methyl]-1,2,4-triazol-3-one ClC1=NC=C(C(=C1)OC1=C(C=C(C=C1)N1N=CN(C1=O)CC1=C(C=CC=C1F)F)F)F